C(C1=CC=CC=C1)N(CCCC(=O)OC)CCCC(=O)OC Dimethyl 4,4'-(benzylazanediyl)dibutyrate